(2-(4-methoxybenzylamino)-5-methylpyridin-4-yl)methanol COC1=CC=C(CNC2=NC=C(C(=C2)CO)C)C=C1